ClC1=CC(=C(O[C@H](C(=O)O)CF)C=C1F)C(CC)(F)F (R)-2-(4-chloro-2-(1,1-difluoropropyl)-5-fluorophenoxy)-3-fluoropropionic acid